2-(1,2,5,6-tetrahydropyridin-3-ylthiazole-4-yl)propionamide N1CC(=CCC1)C=1SC=C(N1)C(C(=O)N)C